aluminum silanolate [SiH3][O-].[Al+3].[SiH3][O-].[SiH3][O-]